(1-((6-Aminohexyl)sulfonyl)piperidin-4-yl)carbamic acid tert-butyl ester C(C)(C)(C)OC(NC1CCN(CC1)S(=O)(=O)CCCCCCN)=O